2-Chloro-6-furfurylamino-9-(tetrahydrofuran-2-yl)purin ClC1=NC(=C2N=CN(C2=N1)C1OCCC1)NCC1=CC=CO1